O[C@H]1C=2C=CC(=CC2CC[C@H]1[C@H]1N2C(C3=CC=CC=C13)=CN=C2)C#N (5R,6S)-5-Hydroxy-6-((R)-5H-imidazo[5,1-a]isoindol-5-yl)-5,6,7,8-tetrahydronaphthalen-2-carbonitril